pentaerythritol trithioglycolate C(CS)(=O)OCC(COC(CS)=O)(COC(CS)=O)CO